(R)-8-(4,4-difluorocyclohex-1-en-1-yl)-N-(1-hydroxypropan-2-yl)-6-methoxyquinoline-3-carboxamide FC1(CC=C(CC1)C=1C=C(C=C2C=C(C=NC12)C(=O)N[C@@H](CO)C)OC)F